5-bromopentyl-4-octoxybenzoate BrCCCCCOC(C1=CC=C(C=C1)OCCCCCCCC)=O